O=C1NC2=C(N1)C=CC(=C2)C=NO 2-Oxo-2,3-dihydro-1H-benzo[d]imidazole-5-carbaldehyde oxime